N-{[2-fluoro-6-(trifluoromethyl)phenyl]methyl}-1-({4-[(4-methylpyrazol-1-yl)methyl]phenyl}methyl)-3-(trifluoromethyl)pyrazole-4-carboxamide FC1=C(C(=CC=C1)C(F)(F)F)CNC(=O)C=1C(=NN(C1)CC1=CC=C(C=C1)CN1N=CC(=C1)C)C(F)(F)F